N[C@H]1[C@@H](C2=CC=CC=C2C1)NC(=O)C1=CN(CCS1)C=1C2=C(N=CN1)NC=C2C N-((1R,2R)-2-amino-2,3-dihydro-1H-inden-1-yl)-4-(5-methyl-7H-pyrrolo[2,3-d]pyrimidin-4-yl)-3,4-dihydro-2H-1,4-thiazine-6-carboxamide